4-chloro-2-((8-(((1R,2S)-2-hydroxycyclopentyl)amino)-3,7-dimethyl-2,6-dioxo-2,3,6,7-tetrahydro-1H-purin-1-yl)methyl)-1H-indole-1-carboxylic acid ClC1=C2C=C(N(C2=CC=C1)C(=O)O)CN1C(N(C=2N=C(N(C2C1=O)C)N[C@H]1[C@H](CCC1)O)C)=O